CN(C(/C=C/S(=O)(=O)[N-]C(NC1=C2CCCC2=CC=2CCCC12)=O)(C)C)C.[Na+] Sodium (E)-((3-(dimethylamino)-3-methylbut-1-en-1-yl)sulfonyl)((1,2,3,5,6,7-hexahydro-s-indacen-4-yl)carbamoyl)amide